C(C)OC(=O)C=1C=C(NC1)C1=CC=C(C=C1)NC(=O)OC(C)(C)C (4-((tert-butoxycarbonyl)amino)phenyl)Azole-4-carboxylic acid ethyl ester